C(C)(=O)OC[C@H]1O[C@H]([C@H]([C@@H]([C@@H]1CC(=O)O)CC(=O)O)CC(=O)O)OC1=CC=C(C=C1)N1C(=NC2=C(C(=CC=C2C1=O)C)C)C (2S,3S,4R,5S,6S)-2-(acetoxymethyl)-6-(4-(2,7,8-trimethyl-4-oxoquinazolin-3(4H)-yl)phenoxy)tetrahydro-2H-pyran-3,4,5-triacetic acid